3-hydroxy-1,1-diphenylprop-2-ylmethylsulfonate OCC(C(C1=CC=CC=C1)C1=CC=CC=C1)CS(=O)(=O)[O-]